BrC1=C(C(=C(C(=C1F)F)F)F)Br 1,2-dibromo-3,4,5,6-tetrafluorobenzene